tert-butyl N-[1-[5-(cyanomethyl)-2-pyridyl]-4-piperidyl]carbamate C(#N)CC=1C=CC(=NC1)N1CCC(CC1)NC(OC(C)(C)C)=O